4-Methoxy-3-(piperazin-1-yl)pyridazine COC1=C(N=NC=C1)N1CCNCC1